2-{[(S)-2-methyl-1,4-oxazepan-4-yl]methyl}-6-{6-cyclopropyl-4-[4,6-difluoro-2-(1-methyl-2-imidazolyl)phenyl]-2-pyridyl}-7-oxo-1,6-dihydro-1,6-diaza-4-indenecarbonitrile C[C@@H]1OCCCN(C1)CC=1NC=2C(N(C=C(C2C1)C#N)C1=NC(=CC(=C1)C1=C(C=C(C=C1F)F)C=1N(C=CN1)C)C1CC1)=O